COC(=O)C1=C(N(C(=C1Br)C1=C2C(=NC=C1)N(C=C2)S(=O)(=O)C2=CC=CC=C2)COCC[Si](C)(C)C)C2=C(C(=CC=C2)C)F Methyl-2-(2-fluoro-3-methylphenyl)-4-bromo-5-[1-(phenylsulfonyl)-1H-pyrrolo[2,3-b]pyridin-4-yl]-1-{[2-(trimethylsilyl)ethoxy]methyl}-1H-pyrrole-3-carboxylate